O=C([C@H](C[C@H]1C(NCC1)=O)NC(OC(C)(C)C)=O)C1OCCC1 tert-butyl ((2S)-1-oxo-3-((S)-2-oxopyrrolidin-3-yl)-1-(tetrahydrofuran-2-yl)propan-2-yl)carbamate